3-(2-ethylhex-yloxy)-propyl isocyanate C(C)C(COCCCN=C=O)CCCC